ClC=1N=C(C(=NC1C1=CC=CC=C1)C(=O)N)NC1=CC=C(C=C1)N1CCC(CC1)N1CCN(CC1)C 5-chloro-3-((4-(4-(4-methylpiperazin-1-yl)piperidin-1-yl)phenyl)amino)-6-phenylpyrazine-2-carboxamide